COC1=NS(N=C1NC)=O 3-methoxy-4-(methylamino)-1,2,5-thiadiazol-1-one